N1=CC=C2N1CCCN2C=2C=NC=1CCNCC1C2 3-(6,7-dihydro-5H-pyrazolo[1,5-a]pyrimidin-4-yl)-7,8-dihydro-5H-1,6-naphthyridin